1-(6-(4,4-difluoropiperidin-1-yl)-5-fluoropyridin-3-yl)-1H-1,2,3-triazole-4-carboxylic acid FC1(CCN(CC1)C1=C(C=C(C=N1)N1N=NC(=C1)C(=O)O)F)F